(2S)-1-(1,3-benzodioxol-5-yl)-N-methylbutan-2-amine O1COC2=C1C=CC(=C2)C[C@H](CC)NC